iminooxazol N=C1OC=CN1